CS(C1=CC=C(C=C1)C1COCCN1)(=O)=O 3-[4-(methyldioxo-λ6-sulfanyl)phenyl]-1,4-oxazinane